[Si](C)(C)(C(C)(C)C)OC1CC2(C1)CCNCC2 2-((tert-butyldimethylsilyl)oxy)-7-azaspiro[3.5]nonane